ClC1=CC=CC(=N1)C1=CC(=C(C=C1)CC=1N(C2=C(N1)C=CC(=C2)C(=O)OC)CCOC)F Methyl 2-[[4-(6-chloro-2-pyridyl)-2-fluoro-phenyl]methyl]-3-(2-methoxyethyl)benzimidazole-5-carboxylate